5-bromo-3-methoxy-2-[(5-methoxy-2-pyridyl)methoxy]pyridine BrC=1C=C(C(=NC1)OCC1=NC=C(C=C1)OC)OC